5-methyl-6-nitro-1H-benzo[d]imidazol-2(3H)-one CC1=CC2=C(NC(N2)=O)C=C1[N+](=O)[O-]